N-(5-(2-methyl-4-oxoquinazolin-3(4H)-yl)pyrazin-2-yl)-2-(3,4,5-trimethoxyphenyl)acetamide CC1=NC2=CC=CC=C2C(N1C=1N=CC(=NC1)NC(CC1=CC(=C(C(=C1)OC)OC)OC)=O)=O